(R)-2-((5-(2-(6-((2-cyanoethyl)(methyl)amino)-2-methylhexan-3-yl)-2,6-diazaspiro[3.4]octan-6-yl)-1,2,4-triazin-6-yl)oxy)-N-ethyl-5-fluoro-N-isopropylbenzamide C(#N)CCN(CCC[C@H](C(C)C)N1CC2(C1)CN(CC2)C=2N=CN=NC2OC2=C(C(=O)N(C(C)C)CC)C=C(C=C2)F)C